C(=O)[O-] formic acid anion